BrC=1SC=CC1COC(N(C)C1CCCC1)=O (2-bromothiophen-3-yl)methylcyclopentyl(methyl)carbamate